8-(hydroxymethyl)-3-(trifluoromethyl)-7,8-dihydro-5H-pyrano[4,3-b]pyridin-8-ol OCC1(COCC=2C1=NC=C(C2)C(F)(F)F)O